piperidine-2,6-diol N1C(CCCC1O)O